3-(7-bromo-1-oxo-4-(trifluoromethoxy)isoindolin-2-yl)piperidine-2,6-dione BrC=1C=CC(=C2CN(C(C12)=O)C1C(NC(CC1)=O)=O)OC(F)(F)F